(2r,5s)-5-[2-(4-chloro-3-fluorophenoxy)acetamido]-2-{[(5-chloropyridin-2-yl)methyl]carbamoyl}piperidine-1-carboxylic acid tert-butyl ester C(C)(C)(C)OC(=O)N1[C@H](CC[C@@H](C1)NC(COC1=CC(=C(C=C1)Cl)F)=O)C(NCC1=NC=C(C=C1)Cl)=O